2-Chloro-4-morpholinylthiophene ClC=1SC=C(C1)N1CCOCC1